C1(CC1)C1=NN(C=C1C1=NC2=CC=CC=C2N=C1)[C@@H]1C[C@H](C1)CN (trans-3-(3-cyclopropyl-4-(quinoxalin-2-yl)-1H-pyrazol-1-yl)cyclobutyl)methylamine